ClC=1C=C(C=CC1)NC(=O)C12CC3(CC(CC(C1)C3)C2)NC(C2=CC(=CC=C2)Cl)=O 3-(3-Chloro-benzoylamino)-adamantane-1-carboxylic acid (3-chloro-phenyl)-amide